2-[2-[2-amino-5-[4-difluoromethyl-3-methyl-5-oxo-1,2,4-triazol-1-yl]-4-fluorophenoxy]phenoxy]acetic acid ethyl ester C(C)OC(COC1=C(C=CC=C1)OC1=C(C=C(C(=C1)N1N=C(N(C1=O)C(F)F)C)F)N)=O